CC1=CC(=NN1)NC=1NC=2N(C(C1C=1C=C3C=CC=NC3=CC1)=O)N=C(C2C2=CC=CC=C2)C2=CC=CC=C2 5-((5-methyl-1H-pyrazol-3-yl)amino)-2,3-diphenyl-6-(quinolin-6-yl)pyrazolo[1,5-a]pyrimidin-7(4H)-one